C(=O)(O)CN1CCN(CCN(CCN(CCC1)CC(=O)O)CC(=O)O)CC1=[N+](C=CC2=CC=CC=C12)[O-] 1-((1,7,10-tris(carboxymethyl)-1,4,7,10-tetraazacyclotridecan-4-yl)methyl)isochinolin-2-oxid